5-benzylsulfanyl-8-bromo-quinoxaline C(C1=CC=CC=C1)SC1=C2N=CC=NC2=C(C=C1)Br